Tert-butyl 6-((4-(indolin-1-yl)-5-(trifluoromethyl) pyrimidin-2-yl) amino)-3,4-dihydroisoquinoline-2(1H)-carboxylate N1(CCC2=CC=CC=C12)C1=NC(=NC=C1C(F)(F)F)NC=1C=C2CCN(CC2=CC1)C(=O)OC(C)(C)C